C(C1=CC=CC=C1)C1=NC(=NN1)C(=O)N[C@H]1CCC2=C(NC1=O)C(=CC(=C2)F)F (S)-5-benzyl-N-(7,9-difluoro-2-oxo-2,3,4,5-tetrahydro-1H-benzo[b]azepin-3-yl)-1H-1,2,4-triazole-3-carboxamide